ClC1=C(C=CC(=C1)F)[C@]12CN(C[C@@H]2C1)C1=NN=C(N1C=1C=NC(=CC1)OC)CO[C@@H]1COCC1 (1S,5R)-1-(2-chloro-4-fluorophenyl)-3-(4-(6-methoxypyridin-3-yl)-5-((((S)-tetrahydrofuran-3-yl)oxy)methyl)-4H-1,2,4-triazol-3-yl)-3-azabicyclo[3.1.0]hexane